CC1=C(CN2C=CC3=C(C=CC=C23)C=NNC(C2=CC(=C(C=C2)O)C#N)=O)C(=C(C=C1C)C)C 3-cyano-4-hydroxybenzoic acid [1-(2,3,5,6-tetramethylbenzyl)indol-4-yl]methylidene hydrazide